(S)-4-(cyclopropylethynyl)-6-fluoro-4-(trifluoromethyl)-7-((2-((2-(trimethylsilyl)ethoxy)methyl)-2H-indazol-3-yl)methyl)-3,4-dihydroquinazolin-2(1H)-one C1(CC1)C#C[C@@]1(NC(NC2=CC(=C(C=C12)F)CC=1N(N=C2C=CC=CC12)COCC[Si](C)(C)C)=O)C(F)(F)F